C(#N)C1=C(C=NC=C1)OC[C@@H]1N(CC1)C(=O)OC(C)(C)C tert-butyl (R)-2-(((4-cyanopyridin-3-yl)oxy)methyl)azetidine-1-carboxylate